CC=1SC(=C(N1)C(F)(F)F)C=O 2-methyl-4-(trifluoro-methyl)thiazole-5-carbaldehyde